FC(C(=O)O)(F)F.N1C(CCCC1=O)=O piperidin-2,6-dione trifluoroacetate